N1C(CC1)COC=1C=CC(=C(C(=O)NC2(CC2)C2=C3C=CC=NC3=CC(=C2)C=2N=CN3C2C=CC=C3)C1)C 5-(Azetidin-2-ylmethoxy)-N-(1-(7-(imidazo[1,5-a]pyridin-1-yl)quinolin-5-yl)cyclopropyl)-2-methylbenzamide